7-Methyl-6-(thiophen-2-ylsulfonyl)-6-azaspiro[3.4]octane CC1N(CC2(CCC2)C1)S(=O)(=O)C=1SC=CC1